BrCCCCOC1=CC=C(C=C1)C(C=CC1=CC(=CC=C1)Cl)=O 1-(4-(4-bromobutoxy)phenyl)-3-(3-chlorophenyl)-2-propen-1-one